2,9-dimethyl-4,7-diphenyl-1,10-phenanthrenedisulfonic acid disodium salt [Na+].[Na+].CC1=C(C=2C(=C(C3=CC(=CC=C3C2C(=C1)C1=CC=CC=C1)C1=CC=CC=C1)C)S(=O)(=O)[O-])S(=O)(=O)[O-]